(R)-7-(4-bromo-3-(trifluoromethyl)benzoyl)-6-methyl-3-(1-methyl-1H-benzo[d]imidazol-5-yl)-2-((2-methylbut-3-en-2-yl)amino)-5,6,7,8-tetrahydropyrido[3,4-d]pyrimidin-4(3H)-one BrC1=C(C=C(C(=O)N2CC=3N=C(N(C(C3C[C@H]2C)=O)C2=CC3=C(N(C=N3)C)C=C2)NC(C)(C=C)C)C=C1)C(F)(F)F